2-(4,6-dichloro-5-(2-(trifluoromethoxy)phenyl)-1H-benzo[d]imidazol-2-yl)-2-(4-(propylsulfonyl)phenyl)ethanol ClC1=C(C(=CC=2NC(=NC21)C(CO)C2=CC=C(C=C2)S(=O)(=O)CCC)Cl)C2=C(C=CC=C2)OC(F)(F)F